[N+](=O)([O-])C1=C(C=CC=C1)C1=CC=C(O1)C(=O)Cl 5-(2-nitrophenyl)-2-furoyl chloride